(3R)-3-{[2-(1-cyclopropyl-1H-pyrazol-4-yl)[1,2,4]triazolo[1,5-c]quinazolin-5-yl]amino}azepan-2-one C1(CC1)N1N=CC(=C1)C1=NN2C(=NC=3C=CC=CC3C2=N1)N[C@H]1C(NCCCC1)=O